NC=1C(N(C2=CC(=CC=C2C1NC)Cl)C=1C=NC=CC1)=O 3-amino-7-chloro-4-(methylamino)-1-(pyridin-3-yl)quinolin-2(1H)-one